C(#N)C=1C=C(C=CC1)C=1N=C(SC1C1=CC(=NC(=C1)C)C)NC(=O)N1CCC(CC1)N1C(NCC1)=O N-[4-(3-cyanophenyl)-5-(2,6-dimethyl-4-pyridinyl)thiazol-2-yl]-4-(2-oxoimidazolidin-1-yl)piperidine-1-carboxamide